N1=C(C(=C(C(=C1)C(=O)O)C(=O)O)C(=O)O)C1=NC=CC=C1C1=NC=CC=C1 terpyridinetricarboxylic acid